CP(=O)(C)C=1C=C2C(=C(C(N(C2=CC1)C)=O)C(=O)N)N1CCC(CC1)C=1OC2=C(N1)C=C(C=C2)C 6-(dimethylphosphoryl)-1-methyl-4-[4-(5-methyl-1,3-benzooxazol-2-yl)piperidin-1-yl]-2-oxo-1,2-dihydroquinoline-3-carboxamide